FC1=CC(=CC2=C1N(C(=N2)C2=CC=1C=3N2C(CN(C3C=CC1)CCCO)C(C)C)C)C=O (7-fluoro-2-(1-(3-hydroxypropyl)-3-isopropyl-2,3-dihydro-1H-pyrrolo[1,2,3-de]quinoxalin-5-yl)-1-methyl-1H-benzo[d]imidazol-5-yl)methanone